(3-(4-(4-((2,6-dioxopiperidin-3-yl)amino)-2-fluorophenyl)piperazin-1-yl)propyl)carbamic acid tert-butyl ester C(C)(C)(C)OC(NCCCN1CCN(CC1)C1=C(C=C(C=C1)NC1C(NC(CC1)=O)=O)F)=O